ClC1=C2CCC(C2=CC(=C1)Cl)OC(CC(C(=O)OCC(=O)O)=C)=O 2-((4-((4,6-dichloro-2,3-dihydro-1H-inden-1-yl)oxy)-2-methylene-4-oxobutanoyl)oxy)acetic acid